4,4,5,5-tetramethyl-2-(5-methylfuran-2-yl)-1,3,2-dioxaborolan CC1(OB(OC1(C)C)C=1OC(=CC1)C)C